ClC=1C(=NC(=NC1)NC1=C(C=C(C(=C1)C)C1CCNCC1)OC(C)C)NC1=C(C=CC=C1)S(=O)(=O)C(C)C 5-Chloro-N2-[2-isopropoxy-5-Methyl-4-(4-piperidyl)phenyl]-N4-(2-isopropylsulfonylphenyl)pyriMidine-2,4-diaMine